N1=C(C=CC=C1)CNN1C(CCC1)=O 1-((pyridin-2-ylmethyl)amino)pyrrolidin-2-one